C1(CCCCC1)C(=O)N1C=2N(CC(C1)CNC(C=C)=O)N=CC2 N-((4-(cyclohexanecarbonyl)-4,5,6,7-tetrahydropyrazolo[1,5-a]pyrimidin-6-yl)methyl)acrylamide